BrC=1C=C(C=CC1O)CC(=O)OC methyl (3-bromo-4-hydroxyphenyl)acetate